C(C)(C)NC1=C(C=NC=C1)N N4-isopropylpyridine-3,4-diamine